5-((4-(3-chloropyridin-2-yl)piperazin-1-yl)methyl)-2-(2,6-dioxopiperidin-3-yl)isoindoline-1,3-dione ClC=1C(=NC=CC1)N1CCN(CC1)CC=1C=C2C(N(C(C2=CC1)=O)C1C(NC(CC1)=O)=O)=O